C/C(/C=O)=C\C=C\C(=C\C=C\C=C(\C=C\C=C(\C=C\C1=C(CCCC1(C)C)C)/C)/C)\C (2E,4E,6E,8E,10E,12E,14E,16E)-2,6,11,15-tetramethyl-17-(2,6,6-trimethyl-1-cyclohexen-1-yl)-2,4,6,8,10,12,14,16-heptadecaoctaenal